deuterioacetone [2H]CC(C)=O